(4aR,8aS)-6-(3-((S or R)-1-(2-Fluoro-4-(trifluoromethyl)phenoxy)ethyl)azetidine-1-carbonyl)hexahydro-2H-pyrido[4,3-b][1,4]oxazin-3(4H)-one FC1=C(O[C@@H](C)C2CN(C2)C(=O)N2C[C@@H]3[C@@H](OCC(N3)=O)CC2)C=CC(=C1)C(F)(F)F |o1:4|